CS(=O)(=O)OCC[C@@H]1CC[C@@H](N1C(=O)OC(C)(C)C)C(=O)OC 1-tert-butyl 2-methyl (2R,5S)-5-[2-(methanesulfonyloxy) ethyl]-pyrrolidine-1,2-dicarboxylate